2-fluoro-2-((4-fluoro-1-(3-fluorobenzyl)piperidin-4-yl)methyl)-5,6-dimethoxy-2,3-dihydrobenzothiophene 1,1-dioxide FC1(S(C2=C(C1)C=C(C(=C2)OC)OC)(=O)=O)CC2(CCN(CC2)CC2=CC(=CC=C2)F)F